FC=1C=C(C=NC1N1C=NC(=C1)C)CN1C[C@H](NCC1)C=1C(=C2COC(C2=CC1)=O)C (R)-5-(4-((5-fluoro-6-(4-methyl-1H-imidazol-1-yl)pyridin-3-yl)methyl)piperazin-2-yl)-4-methylisobenzofuran-1(3H)-one